(R)-8-(1-((4-fluoro-2-(5-oxo-1,4-diazepan-1-yl)phenyl)amino)ethyl)-3,6-dimethyl-2-(tetrahydro-2H-pyran-4-yl)quinazolin-4(3H)-one FC1=CC(=C(C=C1)N[C@H](C)C=1C=C(C=C2C(N(C(=NC12)C1CCOCC1)C)=O)C)N1CCNC(CC1)=O